5-fluoro-2-methoxy-4-(4,4,5,5-tetramethyl-1,3-dioxolan-2-yl)aniline FC=1C(=CC(=C(N)C1)OC)C1OC(C(O1)(C)C)(C)C